P(=O)(OCCCCCC)(OCCCCCC)OCC dihexyl ethyl phosphate